C(#N)\C=C\1/CCN(CCC1)C(=O)OC(C)(C)C tert-butyl (4Z)-4-(cyanomethylene)azepane-1-carboxylate